C(C1=CC=CC=C1)OC1CC(C1)N1N=CC(=C1)C=O 1-(3-benzyloxycyclobutyl)pyrazole-4-carbaldehyde